N-benzylcarbonyl-L-glutamine C(C1=CC=CC=C1)C(=O)N[C@@H](CCC(N)=O)C(=O)O